7-[4-(4-Benzo[b]thiophen-4-ylpiperazin-1-yl)butoxy]-1-methoxymethyl-4,4-dimethyl-3,4-dihydro-1H-quinolin-2-one S1C2=C(C=C1)C(=CC=C2)N2CCN(CC2)CCCCOC2=CC=C1C(CC(N(C1=C2)COC)=O)(C)C